(R)-2-(1,2-dimethyl-1H-benzo[d]imidazol-5-yl)-N-(1-(1-(2,2,2-trifluoroethyl)-1H-pyrazolo[3,4-c]pyridin-5-yl)ethyl)acetamide CN1C(=NC2=C1C=CC(=C2)CC(=O)N[C@H](C)C=2C=C1C(=CN2)N(N=C1)CC(F)(F)F)C